ClC1=NC(=C(C=2NC(NC(C21)=O)S)F)Cl 5,7-dichloro-8-fluoro-2-sulfanyl-2,3-dihydropyrido[4,3-d]pyrimidin-4(1H)-one